2-Iodocyclopropanecarboxylate IC1C(C1)C(=O)[O-]